C(C1=CC=CC=C1)N(C1CCC(CC1)N1C[C@@H](CC1)O)CC1=CC=CC=C1 (3R)-1-[4-(dibenzylamino)cyclohexyl]pyrrolidin-3-ol